CS(=O)(=O)OC(C)C1=C(C(=CC=C1)C#N)N1CCC(CC1)CN1CC(OC(C1)C)C 1-(3-cyano-2-(4-((2,6-dimethylmorpholino)methyl)piperidin-1-yl)phenyl)ethyl methanesulfonate